tert-butyl (7-((6-chloro-3-((4,5-dimethylthiazol-2-yl)carbamoyl)pyridin-2-yl)amino)heptyl)carbamate ClC1=CC=C(C(=N1)NCCCCCCCNC(OC(C)(C)C)=O)C(NC=1SC(=C(N1)C)C)=O